tert-butyl N-[2-(5-{2-[2-(2-{[(tert-butoxy)carbonyl]amino} acetyl)-1,3-dioxo-2,3-dihydro-1H-inden-5-yl]ethynyl}-1,3-dioxo-2,3-dihydro-1H-inden-2-yl)-2-oxoethyl]carbamate C(C)(C)(C)OC(=O)NCC(=O)C1C(C2=CC=C(C=C2C1=O)C#CC=1C=C2C(C(C(C2=CC1)=O)C(CNC(OC(C)(C)C)=O)=O)=O)=O